COC(NC1=NC=CC(=C1)C=1C=C2C(=NNC2=C(C1)C#CC(C)(C)OC)N)=O (4-(3-Amino-7-(3-methoxy-3-methylbut-1-yn-1-yl)-1H-indazol-5-yl)pyridin-2-yl)carbamic acid methyl ester